3-{[4-(4-chloro-3-fluorophenyl)-5-oxo-4,5-dihydro-1H-1,2,4-triazol-3-yl]methyl}-1-{[1-(quinolin-7-yl)-1H-1,2,4-triazol-5-yl]methyl}urea ClC1=C(C=C(C=C1)N1C(=NNC1=O)CNC(NCC1=NC=NN1C1=CC=C2C=CC=NC2=C1)=O)F